2-bromo-1-(1H-indazol-3-yl)ethane tert-butyl-(3S,6S)-6-(((R)-1-(4-carbamimidoylthiophen-2-yl)ethyl)carbamoyl)-1,1-difluoro-5-azaspiro[2.4]heptane-5-carboxylate C(C)(C)(C)OC(=O)N1C[C@@]2(CC2(F)F)C[C@H]1C(N[C@H](C)C=1SC=C(C1)C(N)=N)=O.BrCCC1=NNC2=CC=CC=C12